Pivalamide 2,2,2-Trifluoroacetate FC(C(=O)O)(F)F.C(C(C)(C)C)(=O)N